N-(3,5-dichlorophenethyl)-5-(5-(3-methyl-3-(1H-1,2,3-triazol-4-yl)pyrrolidin-1-yl)-1,3,4-oxadiazol-2-yl)pyrimidin-2-amine ClC=1C=C(CCNC2=NC=C(C=N2)C=2OC(=NN2)N2CC(CC2)(C=2N=NNC2)C)C=C(C1)Cl